4-[5-(1-ethyl-3-methyl-1H-pyrazol-5-yl)-4H-1,2,4-triazol-3-yl]-1-{[(1R,5S,6r)-3-(propan-2-yl)-3-azabicyclo[3.1.0]hexan-6-yl]methyl}-1H-indazole-6-carboxamide C(C)N1N=C(C=C1C=1NC(=NN1)C1=C2C=NN(C2=CC(=C1)C(=O)N)CC1[C@H]2CN(C[C@@H]12)C(C)C)C